CC1=C(C(=NO1)C2=CC=CC=C2)C(=O)N[C@H]3[C@@H]4N(C3=O)[C@H](C(S4)(C)C)C(=O)O The molecule is a penicillin antibiotic carrying a 5-methyl-3-phenylisoxazole-4-carboxamide group at position 6beta. It has a role as an antibacterial agent and an antibacterial drug. It is a conjugate acid of an oxacillin(1-).